C=C(C(C1=C(C(=C(C(=C1C)C)C)C)O)(C1=CC=CC=2NN=NC21)C2=CC=CC=1NN=NC12)CC METHYLEN-BIS-BENZOTRIAZOLYL-TETRAMETHYLBUTYLPHENOL